FC=1C=NN2C1C(NC1=C(C(=CC=C21)CN2[C@@H]([C@H](C2)OC=2C=CC(=NC2)C(=O)NC)C)F)=O 5-{[(2R,3S)-1-({3,6-difluoro-4-oxo-5H-pyrazolo[1,5-a]quinoxalin-7-yl}methyl)-2-methylazetidin-3-yl]oxy}-N-methylpyridine-2-carboxamide